2-(2-Chlorophenyl)-N-{2-[(2,4-dimethoxybenzyl)sulfamoyl]biphenyl-4-yl}acetamide ClC1=C(C=CC=C1)CC(=O)NC1=CC(=C(C=C1)C1=CC=CC=C1)S(NCC1=C(C=C(C=C1)OC)OC)(=O)=O